N1C=NC(=C1)CNC=1C(=CSC1)C=1SC=CC1 N-((1H-imidazol-4-yl)methyl)[2,3'-bithiophene]-4'-amine